N1-(1H-Benzimidazol-5-yl)-1-{4-[5-(ethoxymethyl)thiophen-3-yl]-2,3-difluorophenyl}ethane-1,2-diamine N1C=NC2=C1C=CC(=C2)NC(CN)C2=C(C(=C(C=C2)C2=CSC(=C2)COCC)F)F